N-(4-bromophenyl)-4-(2-(pyrrolidin-1-yl)benzyl)piperazine-1-carboxamide BrC1=CC=C(C=C1)NC(=O)N1CCN(CC1)CC1=C(C=CC=C1)N1CCCC1